C(C)(C)(C)OC(=O)NC(C(=O)O)CC1=C(C=CC=C1)F 2-((tert-Butoxycarbonyl)amino)-3-(2-fluorophenyl)propionic acid